6-(6-(1-methyl-1H-pyrazol-4-yl)imidazo[1,2-b]pyridazin-3-yl)-N-((3R,4S)-4-(trifluoromethyl)pyrrolidin-3-yl)pyridin-2-amine CN1N=CC(=C1)C=1C=CC=2N(N1)C(=CN2)C2=CC=CC(=N2)N[C@H]2CNC[C@@H]2C(F)(F)F